CC1=CNC2=NC=CC(=C21)C=2C=C(C=NC2)C2=CC=C(C=C2)N2C(CCC2)=O 1-(4-(5-(3-methyl-1H-pyrrolo[2,3-b]pyridin-4-yl)pyridin-3-yl)phenyl)pyrrolidin-2-one